ClC=1C=C(C=C(C1C1CC1)C1=C(C=2N=C(N=C(C2C=N1)N1CCOCCC1)OCC1(CC1)CN1CCOCC1)F)O 3-Chloro-4-cyclopropyl-5-(8-fluoro-2-((1-(morpholinomethyl)cyclopropyl)methoxy)-4-(1,4-oxazepan-4-yl)pyrido[4,3-d]pyrimidin-7-yl)phenol